C(C)(=O)N1CCC2(CC(C(N2)=O)CC(CO)NC([C@H](CC2CCCCC2)NC(=O)C=2NC3=CC=CC(=C3C2)OC)=O)CC1 N-((2S)-1-((1-(8-acetyl-2-oxo-1,8-diazaspiro[4.5]decan-3-yl)-3-hydroxypropan-2-yl)amino)-3-cyclohexyl-1-oxopropan-2-yl)-4-methoxy-1H-indole-2-carboxamide